1-(6-(2-Chloro-5-fluoropyrimidin-4-yl)-8-fluoro-2-isopropylimidazo[1,2-a]pyridin-3-yl)-2-methylpropan-1-one ClC1=NC=C(C(=N1)C=1C=C(C=2N(C1)C(=C(N2)C(C)C)C(C(C)C)=O)F)F